Z-butyl-4-[1-(2,6-dioxo-3-piperidyl)-6-fluoro-indolin-5-yl]piperidine C(CCC)N1CCC(CC1)C=1C=C2CCN(C2=CC1F)C1C(NC(CC1)=O)=O